FC1=CC(=C(C2=C1C=CO2)F)C2CNCCO2 2-(4,7-difluorobenzofuran-6-yl)morpholine